4-Ethyl-2-(7-fluoro-2-(2-hydroxy-3,5-dimethylpyridin-4-yl)-4-isopropylquinoline-6-yl)-5-(hydroxymethyl)-2,4-dihydro-3H-1,2,4-triazol-3-one C(C)N1C(N(N=C1CO)C=1C=C2C(=CC(=NC2=CC1F)C1=C(C(=NC=C1C)O)C)C(C)C)=O